(E)-7-(3-(3-fluorobenzylidene)-2,5-dioxopyrrolidinyl)heptanoate FC=1C=C(\C=C/2\C(N(C(C2)=O)CCCCCCC(=O)[O-])=O)C=CC1